C[C@@H](C(=O)Cl)OC(=O)C (S)-(-)-2-acetoxypropionyl chloride